2-(6-(3-chloro-2-methyl-phenoxy)-5-fluoro-pyrimidin-4-yloxy-phenyl)-2-methoxyimino-N-methyl-acetamide ClC=1C(=C(OC2=C(C(=NC=N2)OC2=C(C=CC=C2)C(C(=O)NC)=NOC)F)C=CC1)C